FC(C1=CC=C(C=C1)CC=CC1CN(CC1)C(=O)OC(C)(C)C)(F)F tert-Butyl 3-(3-(4-(trifluoromethyl)phenyl)prop-1-en-1-yl)pyrrolidine-1-carboxylate